N1N=CC2=CC=CC(=C12)N 1H-indazole-7-amine